ClC=1C(=C(C#N)C=C(C1)N(CC(F)(F)F)C1=CC=C(C=C1)C=1C=C2N=CC(=NC2=CC1)SC)OC1CC1 3-chloro-2-cyclopropoxy-5-((4-(2-(methylthio)quinoxalin-6-yl)phenyl)(2,2,2-trifluoroethyl)amino)benzonitrile